C(CC(O)(C(=O)[O-])CC(=O)[O-])(=O)[O-].C(CC(O)(C(=O)[O-])CC(=O)[O-])(=O)[O-].[Fe+2].[Fe+2].[Fe+2] Ferrous Di-Citrate